ClC1=C(C(=O)N2OCC3=C(C2)C=CC=C3C3=CC(=C(C(=O)O)C=C3)N3CCOCC3)C(=CC(=C1)C=1C=NN(C1)C)Cl 4-[3-[2,6-dichloro-4-(1-methylpyrazol-4-yl)benzoyl]-1,4-dihydro-2,3-benzoxazin-8-yl]-2-morpholine-4-yl-benzoic acid